2-ethyl-4-cumyl-6-butylphenol C(C)C1=C(C(=CC(=C1)C(C)(C)C1=CC=CC=C1)CCCC)O